3,3-bis(4-hydroxyphenyl)-pentane OC1=CC=C(C=C1)C(CC)(CC)C1=CC=C(C=C1)O